COC(C1=CC=C2C3(CC(NC2=N1)C3)NC(=O)C3=NC=CC=C3)OC N-(7-(dimethoxymethyl)-1,2,3,4-tetrahydro-2,4-methylene-1,8-naphthyridin-4-yl)-pyridine-2-carboxamide